ClC=1C(=C(C=CC1Cl)NC1=NC=NC2=CC(=C(C=C12)C1CN(C1)C(C=C)=O)OC1CCOCC1)F 1-(3-(4-((3,4-dichloro-2-fluorophenyl)amino)-7-((tetrahydro-2H-pyran-4-yl)oxy)quinazolin-6-yl)azetidin-1-yl)prop-2-en-1-one